6-(3,5-difluoro-4-hydroxyphenyl)-4-((1-phenylethyl)amino)quinoline-3-carbonitrile FC=1C=C(C=C(C1O)F)C=1C=C2C(=C(C=NC2=CC1)C#N)NC(C)C1=CC=CC=C1